3-((6-bromo-4-(2-hydroxyethyl)-1-oxoisoquinolin-2(1H)-yl)methyl)-N-methylbenzamide BrC=1C=C2C(=CN(C(C2=CC1)=O)CC=1C=C(C(=O)NC)C=CC1)CCO